C(C1=CC=CC=C1)OCC=1OCC1 (S)-2-((benzyloxy)methyl)oxetine